C(=O)C1=CC=C2C=CC3=CC=CC4=CC=C1C2=C34 1-formylpyrene